6-(Azetidin-1-yl)-N-(2,6-difluoro-3-methylbenzene-1-sulfonyl)-4-fluoro-1-benzofuran-2-carboxamide N1(CCC1)C1=CC2=C(C=C(O2)C(=O)NS(=O)(=O)C2=C(C(=CC=C2F)C)F)C(=C1)F